1-(2-nitrophenyl)-N-[(1R)-1-[3-nitro-5-(trifluoromethyl)phenyl]ethyl]-6-oxo-pyridazine-3-carboxamide [N+](=O)([O-])C1=C(C=CC=C1)N1N=C(C=CC1=O)C(=O)N[C@H](C)C1=CC(=CC(=C1)C(F)(F)F)[N+](=O)[O-]